(6-fluoro-1-methyl-1H-indol-4-yl)-4-(piperidine-1-carbonyl)-6,7-dimethoxy-1,2-dihydroisoquinolin-1-one FC1=CC(=C2C=CN(C2=C1)C)N1C(C2=CC(=C(C=C2C(=C1)C(=O)N1CCCCC1)OC)OC)=O